ClC1(NOC(C1)C)C=1C=CC(=C(C(=O)O)C1)C 5-(3-chloro-5-methyl-4,5-dihydroisoxazol-3-yl)-2-methyl-benzoic acid